C(=O)(C(=O)O)C/C=1/C(=O)OC(\C1)=O oxalocitraconic anhydride